ClC1=NC=2N(C(=C1C1=CC=C(C=C1)OC)OC)N=C(C2C2=CC=CC=C2)C2=NC=CC=C2 5-chloro-7-methoxy-6-(4-methoxyphenyl)-3-phenyl-2-(pyridin-2-yl)pyrazolo[1,5-a]pyrimidine